2-(6-{[(3R,4S)-3-Fluoropiperidin-4-yl](methyl)amino}[1,3]thiazolo[4,5-c]pyridazin-3-yl)-5-(1H-pyrazol-4-yl)phenol F[C@@H]1CNCC[C@@H]1N(C=1SC2=C(N=NC(=C2)C2=C(C=C(C=C2)C=2C=NNC2)O)N1)C